FC(C=1C(=C(C=CC1)[C@@H](C)NC=1C2=C(N=C(N1)C)C(N(C(=C2)C=2CCS(CC2)(=O)=O)C)=O)F)F (R)-4-((1-(3-(difluoromethyl)-2-fluorophenyl)ethyl)amino)-6-(1,1-dioxido-3,6-dihydro-2H-thiopyran-4-yl)-2,7-dimethylpyrido[3,4-d]pyrimidin-8(7H)-one